FC=1C=C2CCN(C2=CC1)/C(/C(=O)OC)=C/C(=O)OC dimethyl 2-(5-fluoroindolin-1-yl)maleate